2,N4-diethyl-6-methylsulfanyl-1,3,5-triazine-2,4-diamine C(C)C1(NC(=NC(=N1)NCC)SC)N